NC1=NC=NN2C1=C(C=C2C=2C=C(C(=NC2)OC)C(=O)N[C@@H]2CN(C[C@@H]2F)S(=O)(=O)C2CCOCC2)C(F)(F)F 5-[4-amino-5-(trifluoromethyl)pyrrolo[2,1-f][1,2,4]triazin-7-yl]-N-[(3R,4S)-4-fluoro-1-(oxane-4-sulfonyl)pyrrolidin-3-yl]-2-methoxypyridine-3-carboxamide